O1COC2=C1C=CC(=C2)C([C@H](CCC)N2CCCC2)=O (S)-1-(benzo[d][1,3]dioxol-5-yl)-2-(pyrrolidin-1-yl)pentan-1-one